5-fluoro-2-[(3S,4S,5R)-4-fluoro-3,5-dimethyl-1-piperidinyl]-6-[(1-methyl-2-oxo-3H-benzimidazol-5-yl)amino]pyridine-3-carbonitrile FC=1C=C(C(=NC1NC1=CC2=C(N(C(N2)=O)C)C=C1)N1C[C@@H](C([C@@H](C1)C)F)C)C#N